(R)-3-(9H-fluoren-9-ylmethoxycarbonylamino)-3-phenyl-propanoic acid lithium salt [Li+].C1=CC=CC=2C3=CC=CC=C3C(C12)COC(=O)N[C@H](CC(=O)[O-])C1=CC=CC=C1